(R)-N-(4-((3-((5-chloro-4-methoxypyrimidin-2-yl)amino)-2-oxopyrrolidin-1-yl)methyl)phenyl)acrylamide ClC=1C(=NC(=NC1)N[C@H]1C(N(CC1)CC1=CC=C(C=C1)NC(C=C)=O)=O)OC